5-chloro-1'-[2-(1,2,3,4-tetrahydroquinolin-6-yloxy)ethyl]-1H-spiro[indole-3,4'-piperidin]-2-one ClC=1C=C2C(=CC1)NC(C21CCN(CC1)CCOC=1C=C2CCCNC2=CC1)=O